5-Cyclopropyl-3-{5-[4-(trifluoromethyl)phenyl]-1,3-oxazol-4-yl}-2H,3H,5H-pyrrolo[3,2-d]pyrimidin-2-one C1(CC1)N1C=CC2=NC(N(C=C21)C=2N=COC2C2=CC=C(C=C2)C(F)(F)F)=O